C(C(C)(C)C)(=O)OC(C)(C)CCC t-hexyl neopentanoate